C1(CCC(CC1)C(=O)OCCCC)C(=O)OCCCC dibutyl cyclohexane-1,4-Dicarboxylate